3-Cyclopent-3-en-1-ylpropionic acid C1(CC=CC1)CCC(=O)O